C(C=CC)(=O)O.[Na] sodium 2-butenoic acid